ClC=1C(=NC(=NC1)NC1=C(C=C(C(=O)NN2C(CCCC2C)C)C=C1)OC)C=1C=NN(C1)C(C)C 4-((5-chloro-4-(1-isopropyl-1H-pyrazol-4-yl)pyrimidin-2-yl)amino)-N-(2,6-dimethylpiperidin-1-yl)-3-methoxybenzamide